C(C)OC1=C(C=NC=C1)C1CN(C1)C(=O)OC(C)(C)C tert-butyl 3-(4-ethoxypyridin-3-yl)azetidine-1-carboxylate